FC(OC[C@H]1N(C[C@H](C1)OC)C(=O)OC(C)(C)C)F tert-butyl (2S,4S)-2-((difluoromethoxy)methyl)-4-methoxypyrrolidine-1-carboxylate